C[Si](CCOCN1CC2(C=3C1=NC=CC3)CCCCC2)(C)C 1'-((2-(Trimethylsilyl)ethoxy)methyl)spiro[cyclohexane-1,3'-pyrrolo[2,3-b]pyridine]